4-[3-chloro-5-(2-oxa-6-azaspiro[3.3]heptan-7-yl)phenyl]-1,3,5-triazin-2-amine ClC=1C=C(C=C(C1)C1NCC12COC2)C2=NC(=NC=N2)N